NCC1=CN=C(S1)N 5-(aminomethyl)thiazol-2-amine